(R)-N-(1-methoxypropan-2-yl)-5-(4-(trifluoromethyl)phenoxy)-2-naphthamide COC[C@@H](C)NC(=O)C1=CC2=CC=CC(=C2C=C1)OC1=CC=C(C=C1)C(F)(F)F